5-methylcyclohexa-1,3-diene CC1C=CC=CC1